CN1N=CC2=C(C=CC=C12)B(O)O (1-methyl-1H-indazol-4-yl)boronic acid